NC(C(=O)OC1CCC2C3CCC4CCCC4C3CCC2C1)CC(C)C hexadecahydro-1H-cyclopenta[a]phenanthren-3-yl 2-amino-4-methylpentanoate